FC=1C=C(OC=2C=C(C=C3C=NN(C23)C)C(=O)N)C=CC1OCCOC1CCOCC1 7-[3-fluoro-4-(2-tetrahydropyran-4-yloxyethoxy)phenoxy]-1-methyl-indazole-5-carboxamide